COC1=CC=C(C=C1)CN(C1=NC(=C(C(=C1)B1OC(C(O1)(C)C)(C)C)C(F)(F)F)C)CC1=CC=C(C=C1)OC N,N-bis[(4-methoxyphenyl)methyl]-6-methyl-4-(4,4,5,5-tetramethyl-1,3,2-dioxaborolan-2-yl)-5-(trifluoromethyl)pyridin-2-amine